C(C)(C)(C)OC(=O)N[C@H](C(=O)O[C@H]([C@@H](C)C1=NC=CC=C1Cl)C)C [(1S,2S)-2-(3-chloro-2-pyridyl)-1-methyl-propyl] (2S)-2-(tert-butoxycarbonyl amino)propanoate